2-[2-(4-acetylpiperidin-1-yl)pyrimidin-5-yl]-N-[(2,4-dimethylphenyl)(5-methylfuran-2-yl)methyl]acetamide C(C)(=O)C1CCN(CC1)C1=NC=C(C=N1)CC(=O)NC(C=1OC(=CC1)C)C1=C(C=C(C=C1)C)C